Cl.N[C@@H](CC(=O)O)CN1N=C(N=N1)C1=C(C=C(C=C1)OCCC=1C=NC=CC1)F (S)-3-amino-4-(5-(2-fluoro-4-(2-(pyridin-3-yl)ethoxy)phenyl)-2H-tetrazol-2-yl)butanoic acid hydrochloride